(3-hydrazino-3-oxo-1-phenylpropyl)carbamic acid tert-butyl ester C(C)(C)(C)OC(NC(CC(=O)NN)C1=CC=CC=C1)=O